tert-butyl (3S)-3-[2-oxo-2-(1-piperidyl)ethyl]-3,4-dihydro-1H-isoquinoline-2-carboxylate O=C(C[C@H]1N(CC2=CC=CC=C2C1)C(=O)OC(C)(C)C)N1CCCCC1